5-(4-amino-7-bromo-1-methylpyrrolo[3,2-c]pyridin-3-yl)-3-chloro-N-[(2R)-1,1,1-trifluoropropane-2-yl]pyridine-2-carboxamide NC1=NC=C(C2=C1C(=CN2C)C=2C=C(C(=NC2)C(=O)N[C@@H](C(F)(F)F)C)Cl)Br